ClC=1C=NC(=NC1)C1CCN(CC1)C=1N=C(C2=C(N1)CC[S@]2=O)NC2(CCC2)C([2H])([2H])NC(OC(C)(C)C)=O |r| tert-butyl (R/S)-((1-((2-(4-(5-chloropyrimidin-2-yl)piperidin-1-yl)-5-oxido-6,7-dihydrothieno[3,2-d]pyrimidin-4-yl)amino)cyclobutyl)methyl-d2)carbamate